(S)-tert-butyl (1-(5-carbamoyl-4-((5-(morpholine-4-carbonyl)-[1,1'-biphenyl]-3-yl)amino)pyrimidin-2-yl)piperidin-3-yl)carbamate C(N)(=O)C=1C(=NC(=NC1)N1C[C@H](CCC1)NC(OC(C)(C)C)=O)NC=1C=C(C=C(C1)C(=O)N1CCOCC1)C1=CC=CC=C1